1-eicosanoyl-2-(7Z-octadecenoyl)-sn-glycero-3-phosphocholine CCCCCCCCCCCCCCCCCCCC(=O)OC[C@H](COP(=O)([O-])OCC[N+](C)(C)C)OC(=O)CCCCC/C=C\CCCCCCCCCC